BrC1=C(C=CC(=C1)O)C1=CC=CC=C1 2-bromo-[1,1'-biphenyl]-4-ol